C(#C)C=1C=NN(C1)C(C)C 4-ethynyl-1-isopropyl-1H-pyrazole